1-(3-((4-((4-fluoro-phenyl)(phenyl)methyl)piperazin-1-yl)methyl)-4-(trifluoromethyl)phenyl)-4-methyl-1,4-diazepane FC1=CC=C(C=C1)C(N1CCN(CC1)CC=1C=C(C=CC1C(F)(F)F)N1CCN(CCC1)C)C1=CC=CC=C1